3-chloro-2-sulfanyl-benzamide ClC=1C(=C(C(=O)N)C=CC1)S